ClC1=C(C(=[N+](C=C1)[O-])C)C1=CC=C(C=C1)NC([C@@H](NC(=O)C=1C(=NOC1)CC)[C@@H]1CC(CCC1)(F)F)=O 4-chloro-3-(4-((S)-2-((S)-3,3-difluorocyclohexyl)-2-(3-ethylisoxazole-4-carboxamido)acetamido)phenyl)-2-methylpyridine 1-oxide